2,2,2-trifluoro-1-[3-(trifluoromethyl)phenyl]ethanone FC(C(=O)C1=CC(=CC=C1)C(F)(F)F)(F)F